ClC=1C(C=C(C(C1)=O)Cl)=O 2,5-dichlorobenzoquinone